1,3-dibenzyl-6-methyl-5-((triisopropylsilyl)ethynyl)pyrimidine-2,4(1H,3H)-dione C(C1=CC=CC=C1)N1C(N(C(C(=C1C)C#C[Si](C(C)C)(C(C)C)C(C)C)=O)CC1=CC=CC=C1)=O